2-(4-((2S,6R)-6-methylmorpholin-2-yl)-1H-pyrazol-1-yl)ethan-1-ol C[C@H]1O[C@H](CNC1)C=1C=NN(C1)CCO